C(C)N1N=C(C2=NC=CC=C21)C2=NC=CC(=C2)C2=NOC(=N2)C(F)(F)F 3-(2-(1-Ethyl-1H-pyrazolo[4,3-b]pyridin-3-yl)pyridin-4-yl)-5-(trifluoromethyl)-1,2,4-oxadiazole